C(C)(C)(C)N1N=CC(=C1)NC1=NC=C(C(=N1)NCC1=C(C=CC=C1F)F)C(=O)N 2-((1-tert-butyl-1H-pyrazol-4-yl)amino)-4-((2,6-difluorobenzyl)amino)pyrimidin-5-carboxamide